bis(4-isopropylphenyl)-N,N'-bis(p-tolyl)pyrene-1,6-diamine C(C)(C)C1=CC=C(C=C1)C=1C(=C(C=2C=CC3=CC=C(C=4C=CC1C2C43)NC4=CC=C(C=C4)C)NC4=CC=C(C=C4)C)C4=CC=C(C=C4)C(C)C